COC1=C2C=CC(OC2=CC=C1OC)=O 5,6-dimethoxycoumarin